N1C=CC2=CC=CC(=C12)OCC1=CC=C(CN[C@H](C(=O)N)C)C=C1 (2S)-2-(4-(1H-indol-7-oxymethyl)benzyl)amino-propionamide